2'-chloro-N-(5-((5-chloropyridin-2-yl)methoxy)-1,3,4-thiadiazol-2-yl)-5'-methoxy-6-methyl-[4,4'-bipyridine]-3-carboxamide ClC1=NC=C(C(=C1)C1=C(C=NC(=C1)C)C(=O)NC=1SC(=NN1)OCC1=NC=C(C=C1)Cl)OC